ClC1=CC=C(C=C1)N1N=C(C=C1)OC(C1=CN=C(C=C1)Cl)=O 1-(4-chlorophenyl)-1H-pyrazol-3-yl-6-chloronicotinate